BrC=1C=CC=2N(C3=CC=CC=C3C2C1)C1=CC=C(C=C1)C 3-bromo-N-(4-methylphenyl)carbazole